1-(thiazol-5-yl)cyclopropane-1-carboximidamide S1C=NC=C1C1(CC1)C(N)=N